COC=1C2=C(N=CN1)N(C=C2C2C(C2)C)C2=C(C(=O)O)C=CN=C2 (4-methoxy-5-(2-methylcyclopropyl)-7H-pyrrolo[2,3-d]pyrimidin-7-yl)isonicotinic acid